C(C)(C)(C)OC(N(C1(C(=NNC1=O)C1=CC=C(C=C1)S(NC)(=O)=O)C)O)=O hydroxy-N-{4-methyl-3-[4-(methylsulfamoyl)phenyl]-5-oxo-4,5-dihydro-1H-pyrazol-4-yl}carbamic acid tert-butyl ester